11-aminoundecyltriethoxysilane NCCCCCCCCCCC[Si](OCC)(OCC)OCC